ClC1=C2C(N(C=NC2=C(C=C1)O)C)=O 5-chloro-8-hydroxy-3-methylquinazolin-4(3H)-one